N-(4-((3R,4S)-3-fluoro-4-methoxy-3-methylpiperidin-1-yl)-1,3,5-triazin-2-yl)-5-isopropyl-8-((2R,3S)-2-Methyl-3-((methylsulfonyl)methyl)azetidin-1-yl)isoquinolin-3-amine F[C@@]1(CN(CC[C@@H]1OC)C1=NC(=NC=N1)NC=1N=CC2=C(C=CC(=C2C1)C(C)C)N1[C@@H]([C@H](C1)CS(=O)(=O)C)C)C